C(C)OC([C@@H](NC(=O)C=1N(N=CC1)CCC)C1CCC(CC1)C)=O (2S)-2-(4-methylcyclohexyl)-2-[(2-propylpyrazole-3-carbonyl)amino]acetic acid ethyl ester